(E)-4-oxo-4-phenylbut-2-en-2-yl (((9H-fluoren-9-yl)methoxy)carbonyl)-L-isoleucinate C1=CC=CC=2C3=CC=CC=C3C(C12)COC(=O)N[C@@H]([C@@H](C)CC)C(=O)O\C(\C)=C\C(C1=CC=CC=C1)=O